4-(3-(sec-butyl)-2-methyl-2H-indazol-5-yl)-N-(5-((4-ethylpiperazin-1-yl)methyl)pyridin-2-yl)-5-fluoropyrimidin-2-amine C(C)(CC)C=1N(N=C2C=CC(=CC12)C1=NC(=NC=C1F)NC1=NC=C(C=C1)CN1CCN(CC1)CC)C